N-2-methoxyphenylformamide COC1=C(C=CC=C1)NC=O